(±)-trans-1,2-bis(2-mercaptoacetamido)cyclohexane SCC(=O)N[C@H]1[C@@H](CCCC1)NC(CS)=O |r|